N[C@H](C(=O)NC1=NC=CC(=C1)[C@@H](C)N1C(N[C@@H](C1)C(F)(F)F)=O)C1CCC(CC1)C (S)-2-amino-2-((1r,4S)-4-methylcyclohexyl)-N-(4-((R)-1-((S)-2-oxo-4-(trifluoromethyl)imidazolidin-1-yl)ethyl)pyridin-2-yl)acetamide